C1(CC1)C1C(NC(N1)=O)=O 5-cyclopropylimidazoline-2,4-dione